ClC1=CC(=C(C=C1)C1(OC2=C(O1)C=CC=C2C2CCN(CC2)CC=2N(C(=CN2)CC2=NOC(N2)=O)CCOC)C)F 3-((2-((4-(2-(4-chloro-2-fluorophenyl)-2-methylbenzo[d][1,3]dioxol-4-yl)piperidin-1-yl)methyl)-1-(2-methoxyethyl)-1H-imidazol-5-yl)methyl)-1,2,4-oxadiazol-5(4H)-one